5-fluoro-3-((3-(piperazin-1-yl)phenyl)sulfonyl)-1H-indole FC=1C=C2C(=CNC2=CC1)S(=O)(=O)C1=CC(=CC=C1)N1CCNCC1